C1(CC1)C=1C=NC(=NC1)N1C[C@H](N(C[C@H]1C)C(=O)O[C@H](CC1=CNC(C(=C1)C(F)(F)F)=O)C)C (S)-1-(6-oxo-5-(trifluoromethyl)-1,6-dihydropyridin-3-yl)propan-2-yl (2R,5R)-4-(5-cyclopropylpyrimidin-2-yl)-2,5-dimethylpiperazine-1-carboxylate